O=C1NC(CCC1N1C(C2=CC=C(C=C2C1=O)N1CC(CC1)CN1CCC(CC1)C1=CC=C(C=C1)NC1=CC(=NC=C1C(=O)N)N1CCCCC1)=O)=O 4-((4-(1-((1-(2-(2,6-dioxopiperidin-3-yl)-1,3-dioxoisoindolin-5-yl)pyrrolidin-3-yl)methyl)piperidin-4-yl)phenyl)amino)-6-(piperidin-1-yl)nicotinamide